2-(3,5-difluoro-4-((6S,8R)-8-methyl-7-(2,2,2-trifluoroethyl)-6,7,8,9-tetrahydro-3H-pyrazolo[4,3-f]isoquinolin-6-yl)phenoxy)ethane-1-amine FC=1C=C(OCCN)C=C(C1[C@H]1N([C@@H](CC2=C3C(=CC=C12)NN=C3)C)CC(F)(F)F)F